[N-(imidazolylethyl)carbamoyl]trityl Ether N1C(=NC=C1)CCNC(=O)OC(C1=CC=CC=C1)(C1=CC=CC=C1)C1=CC=CC=C1